C(CCCCCCC=CCC=CCC=CCC=CCC)(=O)O icosa-8,11,14,17-tetraenoic acid